3-[(4-[(5-methyl-1H-pyrazol-3-yl)amino]-6-(1-methyl-1H-pyrazol-4-yl)pyrimidin-2-yl)amino]adamantan-1-ol CC1=CC(=NN1)NC1=NC(=NC(=C1)C=1C=NN(C1)C)NC12CC3(CC(CC(C1)C3)C2)O